C(C1=CC=CC=C1)N1CCN(CC1)CC(CO)C(=O)OC(C)(C)C tert-butyl (1-(4-benzylpiperazine-1-yl)-3-hydroxypropane-2-yl)carboxylate